N[C@@H](C(=O)N1C(C=2N(CC1)C(=C(N2)C2=CC=C(C=C2)F)NC2=CC=C(C=C2)F)(C)C)CO (R)-2-amino-1-(2-(4-fluorophenyl)-3-((4-fluorophenyl)amino)-8,8-dimethyl-5,6-dihydroimidazo[1,2-a]pyrazin-7(8H)-yl)-3-hydroxypropan-1-one